trans-4-((3-(1-cyclopropyl-1H-pyrazol-4-yl)phenyl)((trans-4-(4-methoxy-3-methylphenyl)cyclohexyl)methyl)carbamoyl)cyclohexyl (2-hydroxyethyl)carbamate OCCNC(O[C@@H]1CC[C@H](CC1)C(N(C[C@@H]1CC[C@H](CC1)C1=CC(=C(C=C1)OC)C)C1=CC(=CC=C1)C=1C=NN(C1)C1CC1)=O)=O